(R)-5-bromo-2-oxiranyl-pyridine BrC=1C=CC(=NC1)[C@H]1OC1